6-THIOPURINE C1=NC2=C(N1)C(=S)N=CN2